N-butanal CCCC=O